C(#N)C(C)(C)C1=CN(C2=NC=CC=C21)C(=O)[O-] 3-(2-cyanopropan-2-yl)-1H-pyrrolo[2,3-b]pyridine-1-carboxylate